COC1=CC=C(C(=N1)C)N 6-meth-oxy-2-methyl-pyridin-3-amine